FC=1C=C(C=C(C1)C)N1CC(C=2C=C(N=CC2C1)C(=O)O)C1=CC=CC=C1 7-(3-fluoro-5-methylphenyl)-5-phenyl-5,6,7,8-tetrahydro-2,7-naphthyridine-3-carboxylic acid